4-(7-bromo-5-nitro-2H-indazol-2-yl)piperidine-1-carboxylic acid tert-butyl ester C(C)(C)(C)OC(=O)N1CCC(CC1)N1N=C2C(=CC(=CC2=C1)[N+](=O)[O-])Br